6-(3,5-dimethoxybenzoyl)-9-(2',3',5'-tri-O-acetyl-beta-D-ribofuranosyl)purine COC=1C=C(C(=O)C2=C3N=CN(C3=NC=N2)[C@H]2[C@H](OC(C)=O)[C@H](OC(C)=O)[C@H](O2)COC(C)=O)C=C(C1)OC